Trans-2-((6-(4-((6-isopropoxypyrazin-2-yl)amino)-3-methylisoxazol-5-yl)-2-methylpyridin-3-yl)carbamoyl)cyclopropane-1-carboxylic acid C(C)(C)OC1=CN=CC(=N1)NC=1C(=NOC1C1=CC=C(C(=N1)C)NC(=O)[C@H]1[C@@H](C1)C(=O)O)C